2-[[6-[[3-chloro-5-cyano-6-[(3S,5R)-4-fluoro-3,5-dimethyl-1-piperidyl]-2-pyridyl]amino]-2-oxo-1H-quinolin-3-yl]oxy]-N-methyl-acetamide ClC=1C(=NC(=C(C1)C#N)N1C[C@@H](C([C@@H](C1)C)F)C)NC=1C=C2C=C(C(NC2=CC1)=O)OCC(=O)NC